COC1=C(C=C(CNC(=O)C2CCN(CC2)C2=NC(=NO2)C2=CC=C(C=C2)OC)C=C1)C(F)(F)F N-(4-methoxy-3-(trifluoromethyl)benzyl)-1-(3-(4-methoxyphenyl)-1,2,4-oxadiazol-5-yl)piperidine-4-carboxamide